N1N=NC=C1CCN1CC2=C(NC=3C=CC(=CC23)F)CC1 2-(2-(1H-1,2,3-Triazol-5-yl)ethyl)-8-fluoro-2,3,4,5-tetrahydro-1H-pyrido[4,3-b]indole